C(C)(=O)C1=CC=C(C=C1)N1C(N2N(CC=C3C2C=2C=CC(=CC2OC3(C)C)OCP(O)(O)=O)C1=O)=O (((2-(4-acetylphenyl)-7,7-dimethyl-1,3-dioxo-2,3,5,12b-tetrahydro-1H,7H-chromeno[4,3-c][1,2,4]triazolo[1,2-a]pyridazin-10-yl)oxy)methyl)phosphonic acid